C(C)(C)(C)P(C(C)(C)C)CC1=NC(=CC=C1)CP(C(C)(C)C)C(C)(C)C 2,6-bis((di-t-butylphosphino)methyl)pyridine